1-[(tert-butoxy)carbonyl]-4-[(1-methyl-1H-pyrazol-3-yl)oxy]piperidine-4-carboxylic acid C(C)(C)(C)OC(=O)N1CCC(CC1)(C(=O)O)OC1=NN(C=C1)C